ClC1=CC=2C(=NCC3=NC(=C(N3C2C=C1)NCC1=C(C=C(C=C1)OC)OC)C(=O)OC)C1=C(C=CC=C1)F Methyl 12-chloro-3-{[(2,4-dimethoxyphenyl)methyl]amino}-9-(2-fluorophenyl)-2,5,8-triazatricyclo[8.4.0.02,6]tetradeca-1(10),3,5,8,11,13-hexaene-4-carboxylate